ClCC1=NC2=C(C(=CC=C2C(N1)=O)F)C 2-(chloromethyl)-7-fluoro-8-methylquinazolin-4(3H)-one